2-[6-amino-5-[8-[2-[3-(3-azabicyclo[3.2.1]octan-3-yl)prop-1-ynyl]-4-pyridyl]-3,8-diazabicyclo[3.2.1]octan-3-yl]pyridazin-3-yl]phenol NC1=C(C=C(N=N1)C1=C(C=CC=C1)O)N1CC2CCC(C1)N2C2=CC(=NC=C2)C#CCN2CC1CCC(C2)C1